1-(2-chlorophenyl)-7-cyclopropyl-4-((1-methyl-1H-pyrazol-5-yl)amino)-2-oxo-1,2-dihydroquinazoline-6-carbonitrile ClC1=C(C=CC=C1)N1C(N=C(C2=CC(=C(C=C12)C1CC1)C#N)NC1=CC=NN1C)=O